3-methyl-8-carboxychromone CC1=COC2=C(C=CC=C2C1=O)C(=O)O